methyl-1-benzotriazolecarboxylate COC(=O)N1N=NC2=C1C=CC=C2